FC1=C(C(=O)N(C2=NC=CC3=C2C=C(S3)C3=NC=CC=C3)[C@H]3CNCCC3)C=CC(=C1)N1N=NC=3C1=NC=CC3 2-fluoro-N-[(3R)-3-piperidyl]-N-[2-(2-pyridyl)thieno[3,2-c]pyridin-4-yl]-4-(triazolo[4,5-b]pyridin-3-yl)benzamide